OC1=CC=C(C2=CC(=CC=C12)S(=O)(=O)[O-])O 1,4-dihydroxynaphthalene-6-sulfonate